(rac)-N-((trans)-4-aminocyclohexyl)-3-((methylthio)methyl)-5-phenyladamantane-1-carboxamide N[C@@H]1CC[C@H](CC1)NC(=O)C12CC3(CC(CC(C1)C3)(C2)C2=CC=CC=C2)CSC